2-Amino-N-[1-(8-chloro-5-{4-[(methyl-amino)sulfonyl]phenyl}imidazo[1,5-a]pyridin-6-yl)ethyl]pyrazolo[1,5-a]-pyrimidine-3-carboxamide trifluoro-acetate salt FC(C(=O)O)(F)F.NC1=NN2C(N=CC=C2)=C1C(=O)NC(C)C=1C=C(C=2N(C1C1=CC=C(C=C1)S(=O)(=O)NC)C=NC2)Cl